([1,1'-biphenyl]-4-yl)-10-(7-([1,2,4]triazolo[1,5-a]pyridin-2-yl)dibenzofuran-3-yl)-N-phenylanthracene-9-amine C1(=CC=C(C=C1)C1=CC=CC2=C(C3=CC=CC=C3C(=C12)NC1=CC=CC=C1)C=1C=CC2=C(OC3=C2C=CC(=C3)C3=NN2C(C=CC=C2)=N3)C1)C1=CC=CC=C1